COC=1C=C(CNC(=O)[C@H]2N(CCC2)CCCOC2=C3CN(C(C3=CC=C2)=O)C2C(NC(CC2)=O)=O)C=C(C1)OC (2S)-N-(3,5-Dimethoxybenzyl)-1-(3-((2-(2,6-dioxopiperidin-3-yl)-1-oxoisoindol-4-yl)oxy)propyl)pyrrolidine-2-carboxamide